3-(2,6-dimethylphenyl)-7-methylimidazo[1,2-f]phenanthridinium CC1=C(C(=CC=C1)C)C1=C[NH+]=C2N1C=1C=CC(=CC1C=1C=CC=CC21)C